tert-butyl (6aR,8S)-8-((tert-butyldimethylsilyl)oxy)-2-chloro-6a,7,8,9-tetrahydro-pyrrolo[1',2':4,5]pyrazino[2,3-c]pyridazine-5(6H)-carboxylate [Si](C)(C)(C(C)(C)C)O[C@H]1C[C@H]2N(C=3C(=NN=C(C3)Cl)N(C2)C(=O)OC(C)(C)C)C1